2-mercapto-4-methyl-1,3-thiazol-5-ylacetic acid SC=1SC(=C(N1)C)CC(=O)O